[C@@H]12[C@H]3O[C@H]3[C@@H]([C@@H](CO1)O2)[2H] (1R,2S,4S,5R,6S)-3,8,9-trioxatricyclo[4.2.1.02,4]nonane-5-d